cis-2-(3-bromophenyl)cyclopentanamine BrC=1C=C(C=CC1)[C@@H]1[C@@H](CCC1)N